C(CCCCCC)OC(=O)C1CC(CCC1)C(=O)OCCCCCCC cyclohexane-1,3-dicarboxylic acid di-n-heptyl ester